BrC1=CC=C(C=C1)C(C(=O)N)CC1=CC=CC=C1 2-(p-bromophenyl)-3-phenylpropionamide